2-[1-(3-fluorophenyl)-1H-pyrazol-4-yl]-N-(piperidin-4-yl)-N-(propan-2-yl)-1,3-thiazole-4-carboxamide FC=1C=C(C=CC1)N1N=CC(=C1)C=1SC=C(N1)C(=O)N(C(C)C)C1CCNCC1